5-(2-(3-aminopropoxy)-4-fluorobenzyl)-N-(2,6-dichloropyrimidin-4-yl)-1H-indazol-3-amine NCCCOC1=C(CC=2C=C3C(=NNC3=CC2)NC2=NC(=NC(=C2)Cl)Cl)C=CC(=C1)F